C(C1=CC=CC=C1)OC[C@H]([C@@H]([C@@H](C(=O)OC)O)O)N=C(C1=CC=CC=C1)C1=CC=CC=C1 Methyl (2S,3S,4R)-5-(benzyloxy)-4-((diphenylmethylene)-amino)-2,3-dihydroxypentanoate